7-(3-morpholinopropoxy)-2-phenylquinoline-4-carboxylic acid O1CCN(CC1)CCCOC1=CC=C2C(=CC(=NC2=C1)C1=CC=CC=C1)C(=O)O